NC=1C=NC=CC1OC 3-Amino-4-methoxy-pyridin